C(C)N1C(NC2=C(C1=O)SC(=C2)CN2CCN(CC2)C=2C=CC(=NC2C)C(=O)NC)=O 5-(4-((3-ethyl-2,4-dioxo-1,2,3,4-tetrahydrothieno[3,2-d]pyrimidin-6-yl)methyl)piperazin-1-yl)-N,6-dimethylpicolinamide